2-chloro-4-(4-chloro-2-fluorophenyl)-6,7-dimethylpteridine ClC1=NC2=NC(=C(N=C2C(=N1)C1=C(C=C(C=C1)Cl)F)C)C